N-methoxy-4-((2-oxo-1-(thiazol-2-yl)-1,2-dihydropyridin-3-yl)amino)nicotinamide CONC(C1=CN=CC=C1NC=1C(N(C=CC1)C=1SC=CN1)=O)=O